FC1=CC2=C(NC(=N2)CNC2=NC(=NC=3N2N=CC3C=3C=NN(C3)C)N3CCOCC3)C=C1F N-((5,6-difluoro-1H-benzo[d]imidazol-2-yl)methyl)-8-(1-methyl-1H-pyrazol-4-yl)-2-morpholinopyrazolo[1,5-a][1,3,5]triazin-4-amine